(R)-1-(2-((tert-Butoxycarbonyl)amino)-3-methoxypropyl)-4-(2-chloro-5-methylpyrimidin-4-yl)-1H-imidazole-2-carboxylic acid methyl ester COC(=O)C=1N(C=C(N1)C1=NC(=NC=C1C)Cl)C[C@H](COC)NC(=O)OC(C)(C)C